3-ethyl-6-((4-(8-fluoro-4-(methylamino)quinazolin-7-yl)piperazin-1-yl)methyl)thieno[3,2-d]pyrimidine-2,4(1H,3H)-dione C(C)N1C(NC2=C(C1=O)SC(=C2)CN2CCN(CC2)C2=CC=C1C(=NC=NC1=C2F)NC)=O